F[C@H]1C[C@H](N2N=C(N=C21)N2N=CC(=C2)C#N)C2=CC=CC=C2 1-[(5S,7S)-7-fluoro-5-phenyl-6,7-dihydro-5H-pyrrolo[1,2-b][1,2,4]triazol-2-yl]pyrazole-4-carbonitrile